6-((2-((3R,4R)-3-Amino-4-fluoro-1-piperidinyl)-5-fluoro-6-methyl-1H-benzimidazol-1-yl)methyl)-3-pyridincarbonitril N[C@@H]1CN(CC[C@H]1F)C1=NC2=C(N1CC1=CC=C(C=N1)C#N)C=C(C(=C2)F)C